1,3-dibutylpiperidinium acetate C(C)(=O)[O-].C(CCC)[NH+]1CC(CCC1)CCCC